tert-butyl (S)-2-ethyl-4,6-dioxopiperidine-1-carboxylate C(C)[C@@H]1N(C(CC(C1)=O)=O)C(=O)OC(C)(C)C